C(C=C)(=O)O.C(C=C)(=O)O.ClCl dichloran (di-acrylate)